CC1=C(N=NC(=C1)N[C@H]1CN(CCC1)C)C=1C(=CC2=CC=CC=C2C1)O (R)-3-(4-Methyl-6-((1-methylpiperidin-3-yl)amino)pyridazin-3-yl)naphthalen-2-ol